2,4,5-Trimethyl-1H-imidazoleAcetaldehyde CC1(NC(=C(N1)C)C)CC=O